2-(2,3,4,5-tetra(9H-carbazol-9-yl)-6-(1-phenyl-1H-benzo[d]imidazol-2-yl)phenyl)benzo[d]thiazole C1=CC=CC=2C3=CC=CC=C3N(C12)C1=C(C(=C(C(=C1N1C2=CC=CC=C2C=2C=CC=CC12)N1C2=CC=CC=C2C=2C=CC=CC12)N1C2=CC=CC=C2C=2C=CC=CC12)C1=NC2=C(N1C1=CC=CC=C1)C=CC=C2)C=2SC1=C(N2)C=CC=C1